N-(2-(4-((4-(5-Fluoro-2-propionyl-1H-indol-3-yl)-1H-1,2,3-triazol-1-yl)methyl)piperidin-1-yl)ethyl)-1-(4-(trifluoromethyl)phenyl)methansulfonamid FC=1C=C2C(=C(NC2=CC1)C(CC)=O)C=1N=NN(C1)CC1CCN(CC1)CCNS(=O)(=O)CC1=CC=C(C=C1)C(F)(F)F